2-(2-(1-Iodoethoxy)-2-oxoethyl)phenyl benzoate C(C1=CC=CC=C1)(=O)OC1=C(C=CC=C1)CC(=O)OC(C)I